3-(Azidomethyl)thiophene N(=[N+]=[N-])CC1=CSC=C1